C(C=C)(=O)OC12C(C3CC(CC(C1)C3)C2)(C)C dimethyl-1-adamantyl acrylate